C(C)(C)(C)OC(=O)N[C@H](C(=O)OCC=1OC(=NN1)C1=NC=C(C=C1N)S(=O)(=O)C1=CC=C(C=C1)OC(F)(F)F)C(C)C (5-{3-amino-5-[4-(trifluoromethoxy)benzene-1-sulfonyl]pyridin-2-yl}-1,3,4-oxadiazol-2-yl)methyl (2S)-2-[(tert-butoxycarbonyl)amino]-3-methylbutanoate